C(C)(C)(C)OC(=O)N1C[C@H](C[C@H](C1)OC)O (3s,5r)-3-hydroxy-5-methoxypiperidine-1-carboxylic acid tert-butyl ester